OC1(CCNCC1)C(=O)OC(C)(C)C tert-butyl 4-hydroxypiperidine-4-carboxylate